C(C1=CC=CC=C1)OC1=CC=C(C(=C1)C1=CC(=CC=C1)C)C=O 5-(benzyloxy)-3'-methyl-[1,1'-biphenyl]-2-carbaldehyde